BrC1=CC=C(C(=O)N2CC3=CC=C(C=C3CC2)C(=O)NC[C@@H](O)C2N=CC3=CC(=CC=C3C2)OCOC)C=C1 3-((R)-2-(2-(4-bromobenzoyl)-1,2,3,4-tetrahydroisoquinoline-6-carboxamido)-1-hydroxyethyl)-7-(methoxymethoxy)-3,4-dihydroisoquinoline